N1N=CC=2CN(CCC21)C(=O)N 6,7-dihydro-4H-pyrazolo[4,3-c]pyridine-5-carboxamide